CC1=CC=CC(=N1)C1=C(N=CN1)C=1C=C2C=C(C=NC2=CC1)C(=O)OC[C@@H]1C[C@H](CCC1)N |r| [rac-(1S,3S)-3-aminocyclohexyl]methyl 6-[5-(6-methyl-2-pyridyl)-1H-imidazol-4-yl]quinoline-3-carboxylate